1-[1-(4-bromophenyl)-cyclopropyl]ethyl (2S)-2-[(3-hydroxy-4-methoxy-pyridine-2-carbonyl)amino]propanoate OC=1C(=NC=CC1OC)C(=O)N[C@H](C(=O)OC(C)C1(CC1)C1=CC=C(C=C1)Br)C